vinyl-(methyl)diethoxysilane C(=C)[Si](OCC)(OCC)C